FCS(=O)(=O)[O-].FCS(=O)(=O)[O-].[Li+].[Li+] lithium bis(fluoromethylsulfonate)